6-((5,6-diphenyl-1,2,4-triazin-3-yl)(isopropyl)amino)hexanoic acid ethyl ester C(C)OC(CCCCCN(C(C)C)C=1N=NC(=C(N1)C1=CC=CC=C1)C1=CC=CC=C1)=O